3-methoxy-1-[2-(trifluoromethyl)pyrimidin-5-yl]-1H-pyrazole-4-carboxamide COC1=NN(C=C1C(=O)N)C=1C=NC(=NC1)C(F)(F)F